CN1CC(=CCC1)C(=O)O 1-methyl-1,2,5,6-tetrahydropyridine-3-carboxylic acid